3-(4-(Bromomethyl)-6-fluoropyridin-3-yl)piperidine-2,6-dione BrCC1=C(C=NC(=C1)F)C1C(NC(CC1)=O)=O